BrC=1C(=NC(=NC1)NC1=C(C=C(C(=C1)C=1C=NN(C1)C)N1CCC(CC1)N1CCN(CC1)C)OC)NC=1C=CC=C2CN(C(C12)=O)C 7-((5-Bromo-2-((2-methoxy-5-(1-methyl-1H-pyrazol-4-yl)-4-(4-(4-methylpiperazine-1-yl)piperidin-1-yl)phenyl)amino)pyrimidin-4-yl)amino)-2-methylisoindolin-1-one